2,6-difluoro-N-{1-[(4-iodo-2-methylphenyl)methyl]-1H-pyrazol-3-yl}benzamide 4-((3-methoxyphenylethyl)amino)-4-oxobutanoate hydrochloride Cl.COC=1C=C(C=CC1)CCNC(CCC(=O)O)=O.FC1=C(C(=O)NC2=NN(C=C2)CC2=C(C=C(C=C2)I)C)C(=CC=C1)F